C(CCCCCCCCCCC)N(CCN1CCN(CC1)CCCCCCCCCCCC)CCCCCCCCCCCC N1,N1,4-tris(dodecyl)-1-piperazineethylamine